COC(C#CCCCCCCC)=O.C(C)(C)(C)C=1C=C(C=C(C1O)C(C)(C)C)CCC(=O)NNC(CCC1=CC(=C(C(=C1)C(C)(C)C)O)C(C)(C)C)=O bis(3,5-di-t-butyl-4-hydroxyphenylpropionyl)hydrazine methyl-2-decynoate